C(C)(C)(C)OC(=O)N1CC(C1)=CC1=C(C=C(C=C1F)Br)F 3-(4-bromo-2,6-difluorobenzylidene)azetidine-1-carboxylic acid tert-butyl ester